3,5-bis(2-(4-(4,5-dihydro-1H-imidazol-2-yl)phenyl)acetamido)benzoic acid N1C(=NCC1)C1=CC=C(C=C1)CC(=O)NC=1C=C(C(=O)O)C=C(C1)NC(CC1=CC=C(C=C1)C=1NCCN1)=O